2-methylsulfonylethanol CS(=O)(=O)CCO